Cl.C(C)(=O)N[C@@H]1[C@H](C=C(O[C@H]1[C@@H]([C@@H](CO)O)OC)C(=O)OCC)N ethyl (4S,5R,6R)-5-acetylamino-4-amino-6-[(1R,2R)-2,3-dihydroxy-1-methoxypropyl]-5,6-dihydro-4H-pyran-2-carboxylate hydrochloride